2-(4-((1H-benzo[d]imidazol-5-yl)oxy)-3,5-dichlorophenyl)-3,5-dioxo-2,3,4,5-tetrahydro-1,2,4-triazine-6-carbonitrile N1C=NC2=C1C=CC(=C2)OC2=C(C=C(C=C2Cl)N2N=C(C(NC2=O)=O)C#N)Cl